[C@@H]12CN(CC[C@@H](CC1)N2)C2=NC(=NC1=C(C(=CC=C21)C2=CC(=CC1=CC=CC(=C21)CC)O)F)OCC2(CC2)CN2C1COCC2CC1 4-{4-[(1S,6R)-3,9-diazabicyclo[4.2.1]nonan-3-yl]-8-fluoro-2-{[1-({3-oxa-8-azabicyclo[3.2.1]octan-8-yl}methyl)cyclopropyl]methoxy}quinazolin-7-yl}-5-ethylnaphthalen-2-ol